C(C)N(C1=CC(=NC=N1)OC1CNCC1)CCC 3-((6-(ethyl(propyl)amino)pyrimidin-4-yl)oxy)pyrrolidin